tert-butyl 4-{[(benzyloxy) carbonyl] amino}-3,3-difluoropyrrolidine-1-carboxylate C(C1=CC=CC=C1)OC(=O)NC1C(CN(C1)C(=O)OC(C)(C)C)(F)F